Syringonitril C(C1=CC(OC)=C(O)C(OC)=C1)#N